CC(=O)CC1=CC=C(C=C1)F 4'-fluorophenylacetone